(8-(4-(hydroxymethyl)-2-(methoxymethyl)-1-methyl-6-(trifluoromethyl)-1H-benzo[d]imidazol-5-yl)indolizin-3-yl)(3,4,5-trifluorophenyl)methanone OCC1=C(C(=CC=2N(C(=NC21)COC)C)C(F)(F)F)C2=CC=CN1C(=CC=C21)C(=O)C2=CC(=C(C(=C2)F)F)F